methyl 2,2-dimethyl-3-oxopropanoate CC(C(=O)OC)(C=O)C